Chlorohomoserine ethyl ester C(C)OC([C@@H](NCl)CCO)=O